5-methoxybenzo[d][1,3]oxathiol COC=1C=CC2=C(SCO2)C1